4-[(tert-butoxycarbonyl)amino]cuban C(C)(C)(C)OC(=O)NC12C3C4C5C(C14)C2C53